3,3'-azanediyldipropanenitrile N(CCC#N)CCC#N